FC=1C=CC(=NC1)C#CC(=O)O 3-(5-fluoropyridin-2-yl)propiolic acid